6-tert-butyl-10-methoxy-9-[2-(3-methoxycyclobutyl)thiazol-5-yl]-2-oxo-6,7-dihydro-2H-pyrido[2,1-a]isoquinoline-3-carboxylic acid C(C)(C)(C)C1N2C(C3=CC(=C(C=C3C1)C1=CN=C(S1)C1CC(C1)OC)OC)=CC(C(=C2)C(=O)O)=O